2-(5-(3-aminopiperidine-1-carbonyl)-7-methoxy-1-methyl-1H-benzo[d]imidazol-2-yl)-1-ethyl-7-methyl-1,7-dihydro-6H-pyrrolo[2,3-b]pyridin-6-one hydrochloride Cl.NC1CN(CCC1)C(=O)C1=CC2=C(N(C(=N2)C2=CC3=C(N(C(C=C3)=O)C)N2CC)C)C(=C1)OC